7-(bromomethyl)-2-methyl-2,5-dihydro-4H-pyrazolo[3,4-c]quinolin-4-one BrCC=1C=CC=2C=3C(C(NC2C1)=O)=NN(C3)C